S1(OC[C@H]2N1C[C@@H]1CC[C@H]2N1C(=O)OC(C)(C)C)=O tert-butyl (3aS,4R,7S)-hexahydro-3H-4,7-epimino[1,2,3]oxathiazolo[3,4-a]azepine-10-carboxylate 1-oxide